FC(OC=1C(=NC=CC1)CN1C(C(=CC=2C1=NC(=CN2)C)[C@@H]2C[C@@H](CC2)C2=C(C=CC=C2C)F)=O)F 5-((3-(difluoromethoxy)pyridin-2-yl)methyl)-7-((1S,3R)-3-(2-fluoro-6-methylphenyl)cyclopentyl)-3-methylpyrido[2,3-b]pyrazin-6(5H)-one